C1=CC=CC=2SC3=CC=CC=C3C3(C12)OCCCO3 spiro[1,3-dioxane-2,9'-thioxanthene]